tert-Butyl (S)-3-((4-((4-(3-phenylisoxazolidin-2-yl)-5-(trifluoromethyl)pyrimidin-2-yl)amino)-1H-pyrazol-1-yl)methyl)azetidine-1-carboxylate C1(=CC=CC=C1)[C@H]1N(OCC1)C1=NC(=NC=C1C(F)(F)F)NC=1C=NN(C1)CC1CN(C1)C(=O)OC(C)(C)C